N-((1-(azetidin-1-yl)cyclobutyl)methyl)-7-bromo-6,8-difluoro-2-(((2R,7aS)-2-fluorotetrahydro-1H-pyrrolizin-7a(5H)-yl)methoxy)-5-methoxyquinazolin-4-amine N1(CCC1)C1(CCC1)CNC1=NC(=NC2=C(C(=C(C(=C12)OC)F)Br)F)OC[C@]12CCCN2C[C@@H](C1)F